gamma-crotonlactone C1(C=CCO1)=O